FC(C=1C=C2C(=NC=NC2=CC1)N1CC=2C=C(C=NC2CC1)N1C2=C(OCC1)N=CC=C2)(F)F 1-(6-(6-(trifluoromethyl)quinazolin-4-yl)-5,6,7,8-tetrahydro-1,6-naphthyridin-3-yl)-2,3-dihydro-1H-pyrido[2,3-b][1,4]oxazine